ClCCC[Si](Cl)(Cl)Cl chloro-n-propyltrichlorosilane